(S)-5-((tert-Butoxycarbonyl)amino)-2-(5-(methylamino)thiophene-2-carboxamido)pentanoic acid methyl ester COC([C@H](CCCNC(=O)OC(C)(C)C)NC(=O)C=1SC(=CC1)NC)=O